C1(=NC=CC=2C3=CC=CC=C3NC12)C(=O)[O-] β-carbolinecarboxylate